COC=1C=C(C=2CC3=CC=C(C=C3C2C1)OC)[Ti](C)(C)NC(C)(C)C (3,6-dimethoxyfluorenyl)-t-butylamino-dimethyl-titanium